FC1=C(C=2C=NC(=NC2C=C1C1=C2C(=CN=C1)NC=C2)NC2=CC=C1CCN(CC1=C2)C)N 6-fluoro-N~2~-(2-methyl-1,2,3,4-tetrahydroisoquinolin-7-yl)-7-(1H-pyrrolo[2,3-c]pyridin-4-yl)quinazoline-2,5-diamine